3,6-bis(imidazol-1-yl)pyridazine N1(C=NC=C1)C=1N=NC(=CC1)N1C=NC=C1